(dipyridine) palladium dichloride [Pd](Cl)Cl.N1=CC=CC=C1.N1=CC=CC=C1